C(C)OC1=C(C=NC=C1)N(C1CC(N(CC1)C(CC)=O)C)C1=CC=C(C=C1)C(F)(F)F 1-(4-((4-Ethoxypyridin-3-yl)(4-(trifluoromethyl)phenyl)amino)-2-methyl-piperidin-1-yl)propan-1-one